ethyl 3-[(3-methoxy-4-methyl-phenyl)carbamoyl]bicyclo[3.1.0]hexane-6-carboxylate COC=1C=C(C=CC1C)NC(=O)C1CC2C(C2C1)C(=O)OCC